6-bromo-7-chloro-4-methyl-indazol BrC1=CC(=C2C=NNC2=C1Cl)C